1-(4-(2-(5-(8-methoxy-[1,2,4]triazolo[1,5-a]pyridin-6-yl)-4-(2,2,2-trifluoroethyl)-1H-pyrazol-3-yl)thiazol-5-yl)piperidin-1-yl)-2-(7-oxa-2-azaspiro[3.5]nonan-2-yl)ethan-1-one COC=1C=2N(C=C(C1)C1=C(C(=NN1)C=1SC(=CN1)C1CCN(CC1)C(CN1CC3(C1)CCOCC3)=O)CC(F)(F)F)N=CN2